COC(C1=CC(=CC=C1)NC1=NC(=NC=C1F)NC1=CC=C(C=C1)N1CCN(CC1)C)=O 3-((5-fluoro-2-((4-(4-methylpiperazin-1-yl)phenyl)amino)pyrimidin-4-yl)amino)benzoic acid methyl ester